methylenebispalmitic acid amide C(CCCCCCCCCCCCCCCC(=O)N)CCCCCCCCCCCCCCCC(=O)N